Thenoaldehyde C1(=CC=CS1)C=O